4-((1-benzyl-3-methyl-1H-pyrazol-5-yl)amino)-2-((6-methoxy-2-methyl-1,2,3,4-tetrahydroisoquinolin-7-yl)amino)pyrimidine-5-carboxamide C(C1=CC=CC=C1)N1N=C(C=C1NC1=NC(=NC=C1C(=O)N)NC1=C(C=C2CCN(CC2=C1)C)OC)C